C(O[C@@H]1CC[C@H](CC1)C(N(C[C@@H]1CC[C@H](CC1)C1=NC(=C(C=C1)OC)C)C1=NC=CC(=C1)C=1N=C(OC1)C1CC1)=O)(OC)=O trans-4-((4-(2-Cyclopropyloxazol-4-yl) pyridine-2-yl)((trans-4-(5-methoxy-6-methylpyridin-2-yl)cyclohexyl)methyl) carbamoyl)cyclohexyl methyl carbonate